C(C)(C)(C)OC(=O)N1CC(CC(C1)C(F)(F)F)O tert-butyl-3-hydroxy-5-(trifluoromethyl)piperidine-1-carboxylate